(R)-5-chloro-2-((1-(2-(5-fluoro-isoindolin-2-yl)-3,6-dimethyl-4-oxo-3,4-dihydroquinazolin-8-yl)ethyl)amino)-N-(methylsulfonyl)benzamide ClC=1C=CC(=C(C(=O)NS(=O)(=O)C)C1)N[C@H](C)C=1C=C(C=C2C(N(C(=NC12)N1CC2=CC=C(C=C2C1)F)C)=O)C